3-[2-(benzyloxy)ethoxy]propan-1-amine hydrochloride Cl.C(C1=CC=CC=C1)OCCOCCCN